C(C)(C)(C)OC(=O)N1CCN(CC1)C=1N=CC=2N(C1)C=C(N2)C(F)(F)F 4-(2-(trifluoromethyl)imidazo[1,2-a]pyrazin-6-yl)piperazine-1-carboxylic acid tert-butyl ester